C(CCCCC)SC1=CC=C(C=C1)C(CCN1CCCCC1)=O 1-(4-(hexylsulfanyl)phenyl)-3-(piperidin-1-yl)propan-1-one